(R)-3-((4-(4-(3-bromo-4-fluorophenyl)-5-oxo-4,5-dihydro-1,2,4-oxadiazol-3-yl)-1,2,5-oxadiazol-3-yl)thio)pyrrolidine-1-sulfonamide BrC=1C=C(C=CC1F)N1C(=NOC1=O)C=1C(=NON1)S[C@H]1CN(CC1)S(=O)(=O)N